C1C(=O)C2=CC=CC=C2C1=O 1,3-indanone